C(C)(C)(C)OC(=O)N1C[C@H](CCC1)C (3S,4S)-1-(tert-Butoxycarbonyl)-3-methylpiperidin